(E)-4-((5-(dimethylamino)thiophen-2-yl)methylene)-3-(perfluoroethyl)isoxazol-5(4H)-one CN(C1=CC=C(S1)\C=C\1/C(=NOC1=O)C(C(F)(F)F)(F)F)C